Methyl 4-((5,5-dimethyl-2,4-dioxo-3-phenylimidazolidin-1-yl) methyl)-3-fluorobenzoate CC1(C(N(C(N1CC1=C(C=C(C(=O)OC)C=C1)F)=O)C1=CC=CC=C1)=O)C